NC1=C(C=CC(=C1)CCC1=CC=C(C=C1)C(F)(F)F)NC(CCCCCCC)=O N-(2-amino-4-(4-(trifluoromethyl)phenethyl)phenyl)octanamide